Cl.ClC1=CC=C(C=C1)C(C#N)C1=NC=CC=C1 2-(4-chlorophenyl)-2-(pyridine-2-yl)acetonitrile hydrochloride